FCCCCCC=1C=C(C=2C=CC(OC2C1)(CCC=C(C)C)C)O 7-(5-Fluoropentyl)-2-methyl-2-(4-methylpent-3-enyl)chromen-5-ol